ClC=1C(=CC(=NC1)N1CC(CCC1)C(=O)N)C1=CC(=CC=C1)NCC1CCOCC1 [5-chloro-4-[3-(oxan-4-ylmethylamino)phenyl]pyridin-2-yl]piperidine-3-carboxamide